FC1=C(C=CC=C1F)C(CC#N)C 3-(2,3-difluorophenyl)butyronitrile